2-(4-isopropylphenyl)oxazole C(C)(C)C1=CC=C(C=C1)C=1OC=CN1